FC1=C(OCC2=CC=C(C=N2)N2C(NC(CC2)=O)=O)C(=CC=C1F)C=1N=C(SC1)N1CCOCC1 1-(6-((2,3-difluoro-6-(2-morpholinothiazol-4-yl)phenoxy)methyl)pyridin-3-yl)dihydropyrimidine-2,4(1H,3H)-dione